(1R,2S,3R,5R)-3-{4-amino-5-bromo-7H-pyrrolo[2,3-d]pyrimidin-7-yl}-5-[3-({6-azaspiro[3.4]octan-6-yl}methyl)phenyl]cyclopentane-1,2-diol NC=1C2=C(N=CN1)N(C=C2Br)[C@H]2[C@@H]([C@@H]([C@H](C2)C2=CC(=CC=C2)CN2CC1(CCC1)CC2)O)O